[Si](C)(C)(C(C)(C)C)[C@H](CNC(=O)NC(C(C1=NC=CC(=C1)C(F)(F)F)C1=C(C=CC=C1)Cl)=O)C=O N-(((2R)-2-(tert-butyl(dimethyl)silyl)oxopropyl)carbamoyl)-2-(2-chlorophenyl)-2-(4-(Trifluoromethyl)pyridin-2-yl)acetamide